benzyl (((3-oxo-1-azabicyclo[2.2.1]heptan-2-yl)methoxy)(phenoxy)phosphoryl)-L-alaninate O=C1C(N2CCC1C2)COP(=O)(OC2=CC=CC=C2)N[C@@H](C)C(=O)OCC2=CC=CC=C2